4-(4-(morpholine-4-carbonyl)phenylamino)-2-phenylpyrimidino[4,5-d]pyridazin-5(6H)-one N1(CCOCC1)C(=O)C1=CC=C(C=C1)NC1=NC(=NC=2C=NNC(C21)=O)C2=CC=CC=C2